2,2-difluoro-N-(pyridin-2(1H)-ylidene)acetamide FC(C(=O)N=C1NC=CC=C1)F